N[C@H]1[C@@H](CCCC1)N |r| (±)-trans-1,2-Diaminocyclohexane